N-{2-[1-(methylamino)isoquinolin-7-yl]pyridin-4-yl}prop-2-enamide CNC1=NC=CC2=CC=C(C=C12)C1=NC=CC(=C1)NC(C=C)=O